FC1=CC=C(C=C1)C1=CC=NC2=CC=C(C=C12)CCCCCCC 4-(4-fluorophenyl)-6-heptylquinolin